ClC1=C2C(=NC=3C=CC(=CC13)OC1=CC(=CC(=C1)C)C)CCC2 9-chloro-7-(3,5-dimethylphenoxy)-1H,2H,3H-cyclopenta[b]quinoline